FC(C(=O)OCC)C(CN1CCN(CC1)C1=CC=CC=C1)N1CCCCC1 Ethyl 2-fluoro-4-(4-phenylpiperazin-1-yl)-3-(piperidin-1-yl)butanoate